3-[3-fluoro-4-[1-(4-piperidylmethyl)-4-piperidyl]anilino]piperidine-2,6-dione FC=1C=C(NC2C(NC(CC2)=O)=O)C=CC1C1CCN(CC1)CC1CCNCC1